C1(CC1)C1=C(C(=NC=C1)C)N 4-cyclopropyl-2-methyl-pyridin-3-amine